(S)-2-chloro-N-(3-(((5-((6,6-Dimethylpiperidin-3-yl)amino)-3-isopropylpyrazolo[1,5-a]pyrimidin-7-yl)amino)methyl)phenyl)acrylamide ClC(C(=O)NC1=CC(=CC=C1)CNC1=CC(=NC=2N1N=CC2C(C)C)N[C@@H]2CNC(CC2)(C)C)=C